OCC=1C=C(N(N1)C)CC#N 2-[5-(Hydroxymethyl)-2-methyl-pyrazol-3-yl]acetonitrile